O=C1CCC(CC1)CCO 2-(4-oxocyclohexyl)ethan-1-ol